1-({[(1R)-1-(4-Chlorophenyl)-2-[(5-chloropyrimidin-2-yl)methyl]-7-fluoro-5-[1-hydroxy-1-(oxan-4-yl)ethyl]-3-oxo-2,3-dihydro-1H-isoindol-1-yl]oxy}methyl)cyclopropan-1-carboxamid ClC1=CC=C(C=C1)[C@@]1(N(C(C2=CC(=CC(=C12)F)C(C)(C1CCOCC1)O)=O)CC1=NC=C(C=N1)Cl)OCC1(CC1)C(=O)N